(2S)-2-amino-3,3-dicyclopropyl-N-[5-(3,5-dimethyl-1H-pyrazol-4-yl)-4,6-difluoro-2-pyridyl]propenamide hydrochloride Cl.NC(C(=O)NC1=NC(=C(C(=C1)F)C=1C(=NNC1C)C)F)=C(C1CC1)C1CC1